7-isopropyl-1,5,7-triazabicyclo[4.4.0]-dec-5-ene C(C)(C)N1C2=NCCCN2CCC1